ClC1(C[Si](C1)=[Zr]([C@H]1C(=CC2=C(C(=C(C=C12)C)C)C1=CC=C(C=C1)C(C)(C)C)C=1OC(=CC1)C)C1C(=CC2=C(C(=C(C=C12)C)C)C1=CC=C(C=C1)C(C)(C)C)C=1OC(=CC1)C)Cl (r)-dichlorosilacyclobutylidene-bis[2-(5-methyl-2-furyl)-4-(4-tert-butylphenyl)-5,6-dimethyl-1-indenyl]zirconium